ClC=1C(=NN2C1CN(CCC2)C(=O)OC(C)(C)C)C(N(C)OC)=O tert-butyl 3-chloro-2-[methoxy(methyl)carbamoyl]-4,6,7,8-tetrahydropyrazolo[1,5-a][1,4]diazepine-5-carboxylate